COC(C1=CC(=CC(=C1)OCC1=CC=CC=C1)C1=CC=2C(=NC=CC2C=2C=C3C(=NNC3=CC2)N)N1)=O.OCCN1CCN(CC1)CCS(=O)(=O)O 4-(2-hydroxyethyl)-1-piperazineethanesulfonic acid methyl-3-(4-(3-amino-1H-indazol-5-yl)-1H-pyrrolo[2,3-b]pyridin-2-yl)-5-(benzyloxy)benzoate